Cl.FC(C1=C(OC(C)C2CNCCC2)C=CC=C1)(F)F 3-(1-(2-(trifluoromethyl)phenoxy)ethyl)piperidine hydrochloride